5-acetyl-2-bromophenyl sulfurofluoridate S(OC1=C(C=CC(=C1)C(C)=O)Br)(=O)(=O)F